1-((3S,4S)-3-((5-chloro-2-((1-ethyl-1H-pyrazol-4-yl)amino)-7H-pyrrolo[2,3-d]pyrimidin-4-yl)amino)-4-fluoropyrrolidin-1-yl)prop-2-en-1-one ClC1=CNC=2N=C(N=C(C21)N[C@H]2CN(C[C@@H]2F)C(C=C)=O)NC=2C=NN(C2)CC